(2-(2,6-dioxopiperidin-3-yl)-3-oxoisoindolin-5-yl)methyl(2-fluoro-5-(trifluoromethoxy) phenyl)carbamate O=C1NC(CCC1N1CC2=CC=C(C=C2C1=O)OC(N(C1=C(C=CC(=C1)OC(F)(F)F)F)C)=O)=O